NC=1C=C(C(=C(C(=O)OCC)C1)C=1C=NC(=CC1)C(CC)(F)F)Cl Ethyl 5-amino-3-chloro-2-[6-(1,1-difluoropropyl) pyridin-3-yl]benzoate